C1(CC1)C1=NN(C=N1)S(=O)(=O)C1=C(C=C(N)C=C1)C 4-(3-cyclopropyl-1,2,4-triazol-1-ylsulfonyl)-3-methylaniline